tert-butyl (1-(5-bromo-4-hexyl-2-methoxyphenyl)butan-2-yl)carbamate tert-butyl-(1-(5-bromo-4-hexyl-2-methoxyphenyl)butan-2-yl)carbamate C(C)(C)(C)N(C(O)=O)C(CC1=C(C=C(C(=C1)Br)CCCCCC)OC)CC.BrC=1C(=CC(=C(C1)CC(CC)NC(OC(C)(C)C)=O)OC)CCCCCC